C1=NC=CC=2CC(N=CC12)=O [2,7]naphthyridine-6(5H)-one